4-butoxypyridin-3-amine C(CCC)OC1=C(C=NC=C1)N